BrC=1C(=NC(=NC1)C(C)(F)F)C 5-bromo-2-(1,1-difluoroethyl)-4-methylpyrimidine